FC=1C=2N(C=C(C1)C=1C=CC(=C3C=CC(=NC13)O)N1CCNCC1)C=C(N2)C 8-[8-fluoro-2-methylimidazo[1,2-a]pyridin-6-yl]-5-(piperazin-1-yl)quinolin-2-ol